1,3-bis-diethylamino-2-propanol C(C)N(CC(CN(CC)CC)O)CC